(S)-1-(3-(1-((1-methyl-1H-pyrazolo[3,4-b]pyrazin-6-yl)amino)ethyl)phenyl)-3-(5-methylpyridin-3-yl)urea CN1N=CC=2C1=NC(=CN2)N[C@@H](C)C=2C=C(C=CC2)NC(=O)NC=2C=NC=C(C2)C